1-[(2S,4R)-2-[(6-chloropyrazolo[3,4-d]pyrimidin-1-yl)methyl]-4-fluoro-pyrrolidin-1-yl]ethan-1-one ClC1=NC=C2C(=N1)N(N=C2)C[C@H]2N(C[C@@H](C2)F)C(C)=O